CC=1N=C(SC1C1CCN(CC1)C1CCOCC1)C1=NNC(=C1CC(F)(F)F)C=1C=C(C=2N(C1)N=CN2)C 4-methyl-2-(5-(8-methyl-[1,2,4]triazolo[1,5-a]pyridin-6-yl)-4-(2,2,2-trifluoroethyl)-1H-pyrazol-3-yl)-5-(1-(tetrahydro-2H-pyran-4-yl)piperidin-4-yl)thiazole